2-(4-((2S,5R)-4-(1-(6-cyclopropylpyridin-3-yl)propyl)-2,5-diethylpiperazin-1-yl)-1-methyl-2-oxo-1,2-dihydropyrazolo[1,5-a][1,3,5]triazin-7-yl)acetonitrile C1(CC1)C1=CC=C(C=N1)C(CC)N1C[C@@H](N(C[C@H]1CC)C1=NC(N(C=2N1N=C(C2)CC#N)C)=O)CC